OCCC(C)(N)N Hydroxyethylethandiamin